C(C)OC1=C(O[C@H]2CN(CCC2)C2=CN=CC(=N2)NC(=O)N2CCCC2)C=CC=C1 (R)-N-(6-(3-(2-ethoxyphenoxy)piperidin-1-yl)pyrazin-2-yl)pyrrolidine-1-carboxamide